((1-benzyl-3-phenyl-1H-indolyl)(phenyl)methyl)diphenylphosphine oxide C(C1=CC=CC=C1)N1C(=C(C2=CC=CC=C12)C1=CC=CC=C1)C(C1=CC=CC=C1)P(C1=CC=CC=C1)(C1=CC=CC=C1)=O